O[C@H]1CC(N(C1)C1=CC=C(C=C1)C=1C=CC(=NC1)NC1=CC2=C(OC[C@H]3N2C(CC3)=O)N=C1)=O (S)-2-((5-(4-((S)-4-hydroxy-2-oxo-pyrrolidin-1-yl)-phenyl)pyridin-2-yl)-amino)-6,6a,7,8-tetrahydro-9H-pyrido-[2,3-b]pyrrolo[1,2-d]-[1,4]oxazin-9-one